NC=1SC(=CN1)C(=O)NC1=C(C=C(C(=C1)C(NC1=NC=C(C=C1)CC(F)(F)F)=O)F)C 2-Amino-N-[4-fluoro-2-methyl-5-[[5-(2,2,2-trifluoroethyl)pyridin-2-yl]carbamoyl]phenyl]-1,3-thiazole-5-carboxamide